NC(C(=O)O)CC(=O)O alpha-aminosuccinic acid